4-amino-3-[6-(2-fluoro-6-propoxyphenyl)pyridin-3-ylazo]naphthalene-1-sulfonic acid NC1=C(C=C(C2=CC=CC=C12)S(=O)(=O)O)N=NC=1C=NC(=CC1)C1=C(C=CC=C1OCCC)F